2-((2R,3S,3aR,4aS,7R,8aS,9S,9aR)-3,9-bis((tert-butyldiphenylsilyl)oxy)-2-(2-hydroxybut-3-en-1-yl)octahydrofuro[3,2-b]pyrano[2,3-e]pyran-7-yl)acetic acid [Si](C1=CC=CC=C1)(C1=CC=CC=C1)(C(C)(C)C)O[C@H]1[C@H](OC=2[C@@H]1O[C@@H]1[C@@H](C2O[Si](C2=CC=CC=C2)(C2=CC=CC=C2)C(C)(C)C)O[C@H](CC1)CC(=O)O)CC(C=C)O